4-((5-chloro-4-(1-(2-hydroxy-2-methylpropyl)-1H-pyrazol-4-yl)pyrimidin-2-yl)amino)-3-methoxybenzenesulfonamide ClC=1C(=NC(=NC1)NC1=C(C=C(C=C1)S(=O)(=O)N)OC)C=1C=NN(C1)CC(C)(C)O